N-((1s,3s)-3-hydroxycyclobutyl)-5-(piperazin-1-yl)pyridinamide OC1CC(C1)NC(=O)C1=NC=C(C=C1)N1CCNCC1